2-methyl-4-phenyl-6-o-tolylpyridine CC1=NC(=CC(=C1)C1=CC=CC=C1)C1=C(C=CC=C1)C